OC1=C(C=C(C=C1)C)C 1-hydroxy-2,4-dimethyl-benzene